O[C@H]1C[C@H](CC1)C=1C=C(N(N1)C(C)(C)C)NC1S(C2=C(C1(C)C)C=CC=C2)(=O)=O ({5-[(1S,3R)-3-hydroxycyclopentyl]-2-(2-methylpropan-2-yl)pyrazol-3-yl}amino)-3,3-dimethyl-2,3-dihydro-1λ6-benzothiophene-1,1-dione